ClC1=C(OCC(=O)O)C=CC=C1 2-(2-Chlorophenoxy)acetic acid